C(=O)(OC(C)(C)C)N1[C@@H](C[C@H](C1)C#N)CO[Si](C1=CC=CC=C1)(C1=CC=CC=C1)C(C)(C)C (2S,4R)-N-Boc-2-((tert-butyldiphenylsilyl)oxymethyl)-4-(cyano)pyrrolidine